(1S,3S,4S)-N-((S)-1-cyano-2-((R)-2-oxopiperidin-3-yl)ethyl)-2-(2,7-difluoro-9-hydroxy-9H-fluorene-9-carbonyl)-5,5-difluoro-2-azabicyclo[2.2.2]octane-3-carboxamide C(#N)[C@H](C[C@@H]1C(NCCC1)=O)NC(=O)[C@H]1N([C@@H]2CC([C@H]1CC2)(F)F)C(=O)C2(C1=CC(=CC=C1C=1C=CC(=CC21)F)F)O